6-chloro-N-(oxetan-3-yl)-3-(trifluoromethyl)-1-((2-(trimethylsilyl)ethoxy)methyl)-1H-pyrrolo[2,3-b]pyridin-4-amine ClC=1C=C(C2=C(N1)N(C=C2C(F)(F)F)COCC[Si](C)(C)C)NC2COC2